(9R,13S)-13-amino-3-(2H3)methyl-9-methyl-3,4,7-triazatricyclo[12.3.1.02,6]octadeca-1(18),2(6),4,14,16-pentaen-8-one N[C@H]1CCC[C@H](C(NC=2C=NN(C2C=2C=CC=C1C2)C([2H])([2H])[2H])=O)C